3,3',6,6'-tetramethoxy-2,2'-binaphthyl COC=1C(=CC2=CC=C(C=C2C1)OC)C1=CC2=CC=C(C=C2C=C1OC)OC